2-(2,5-dimethoxy-4-(propylthio)phenyl)ethan-1,1-d2-1-amine COC1=C(C=C(C(=C1)SCCC)OC)CC(N)([2H])[2H]